pyran-6-amine O1CC=CC=C1N